aluminum hydroxide, dihydrate O.O.[OH-].[Al+3].[OH-].[OH-]